1-[1-(6-chloropyridazin-3-yl)cyclopropyl]pyrrolidin-2-one ClC1=CC=C(N=N1)C1(CC1)N1C(CCC1)=O